ClC1=C(C=CC=C1)[C@H]1[C@H](CN(C1)CC(C)(F)F)C(=O)N1CC[C@](CCC1)(C(=O)N[C@H](C)\C=C/S(=O)(=O)C)F (R)-1-((3R,4R)-4-(2-chlorophenyl)-1-(2,2-difluoropropyl)pyrrolidine-3-carbonyl)-4-fluoro-N-((R,Z)-4-(methylsulfonyl)but-3-en-2-yl)azepane-4-carboxamide